NCC[C@H](C(=O)O)C 4-amino-2R-methylbutyric acid